N[C@@H](CS)C(=O)O.[NH4+] ammonium cysteine